Benzyl (3-((N,N-dimethylsulfamoyl)methyl)bicyclo[1.1.1]pentan-1-yl)carbamate CN(S(=O)(=O)CC12CC(C1)(C2)NC(OCC2=CC=CC=C2)=O)C